C(C)C=1C=C2C(=C(C(=NC2=C(C1)F)N1C[C@]2(CCCN2C[C@H]2COCC2)CC1)C1=NC(=NO1)C)C 5-(6-ethyl-8-fluoro-4-methyl-2-((S)-1-(((S)-tetrahydrofuran-3-yl)methyl)-1,7-diazaspiro[4.4]nonan-7-yl)quinolin-3-yl)-3-methyl-1,2,4-oxadiazole